BrC=1C(=CC(=C(OCCN2[C@H](CCC2)C(=O)O)C1)C=1OC2=C(C=CC=C2C(C1)=O)Cl)C (2R)-1-[2-[5-bromo-2-(8-chloro-4-oxo-chromen-2-yl)-4-methyl-phenoxy]ethyl]pyrrolidine-2-carboxylic acid